5-(nicotinamido)-2-oxohexanediamide C(C1=CN=CC=C1)(=O)NC(CCC(C(=O)N)=O)C(=O)N